CC1=CC=C(C=C1C1=C(C=CC=C1)C=1C=CC(=NC1)C1=CC(=CC=C1)OC1=CC(=CC=C1)C1=NC=CC=C1)C1=CC=CC=C1 5-(6'-methyl-[1,1':3',1''-terphenyl]-2-yl)-2-(3-(3-(pyridin-2-yl)phenoxy)phenyl)pyridine